3-trifluoromethyl-1H-1,2,4-triazol-5-amine FC(C1=NNC(=N1)N)(F)F